(3,5-difluoro-4-((2-methyl-pyrid-4-yl)oxy)phenyl)methanol FC=1C=C(C=C(C1OC1=CC(=NC=C1)C)F)CO